Butoxycarbonyl-4-(trifluoromethoxy)phenyl-Sulfonamide tert-butyl-N-[(1S)-1-formyl-2-methoxy-ethyl]carbamate C(C)(C)(C)OC(N[C@@H](COC)C=O)=O.C(CCC)OC(=O)NS(=O)(=O)C1=CC=C(C=C1)OC(F)(F)F